C(C)N1C(C2=NC(=CC=C2C1=O)NC1=NC=C(C(=N1)N[C@H](CO)C1=CC=CC=C1)C1=NC(=NO1)C)(C)C (S)-6-ethyl-2-((4-((2-hydroxy-1-phenylethyl)amino)-5-(3-methyl-1,2,4-oxadiazol-5-yl)pyrimidin-2-yl)amino)-7,7-dimethyl-6,7-dihydro-5H-pyrrolo[3,4-b]pyridin-5-one